1-(4-(3,3-diethyl-1-(3-fluoro-2-hydroxyphenyl)-4-oxoazetidin-2-yl)-2-fluoro-5-methoxyphenyl)piperidine-4-carbaldehyde C(C)C1(C(N(C1=O)C1=C(C(=CC=C1)F)O)C1=CC(=C(C=C1OC)N1CCC(CC1)C=O)F)CC